6-fluoro-2-(2'-(methoxymethyl)-[1,1'-biphenyl]-4-yl)quinoline-4-carboxylic acid FC=1C=C2C(=CC(=NC2=CC1)C1=CC=C(C=C1)C1=C(C=CC=C1)COC)C(=O)O